2-BROMO-5-(TRIFLUORoMETHYL)PHENYLISOCYANIDE BrC1=C(C=C(C=C1)C(F)(F)F)[N+]#[C-]